(1S,2S)-N-(5-(4-(((R)-azetidin-2-yl)methoxy)-1-methyl-1H-pyrazol-5-yl)pyrazolo[1,5-a]pyridin-2-yl)-2-methylcyclopropane-1-carboxamide N1[C@H](CC1)COC=1C=NN(C1C1=CC=2N(C=C1)N=C(C2)NC(=O)[C@@H]2[C@H](C2)C)C